C(C)(C)(C)C=1C=C(C=C(C1O)C(C)(C)C)CCC(=O)OCCNC(=O)C(=O)NCCOC(CCC1=CC(=C(C(=C1)C(C)(C)C)O)C(C)(C)C)=O N,N'-Bis[2-(3-[3,5-di-tert-butyl-4-hydroxyphenyl]propionyloxy)ethyl]oxamide